1-(tert-butoxycarbonyl)-4-(2-isopropylphenyl)piperidine-4-carboxylic acid C(C)(C)(C)OC(=O)N1CCC(CC1)(C(=O)O)C1=C(C=CC=C1)C(C)C